rac-(1r,2r,4s,5r,6s)-N-(4-chloro-3-(trifluoromethyl)phenyl)-4-(2-fluoropyridin-4-yl)-6-hydroxy-8-oxatricyclo[3.2.1.02,4]octane-2-carboxamide ClC1=C(C=C(C=C1)NC(=O)[C@]12[C@H]3C[C@@H]([C@@H]([C@@]2(C1)C1=CC(=NC=C1)F)O3)O)C(F)(F)F |r|